FC=1C(=NC(=NC1)N[C@H]1[C@@H](COCC1)O)C1=CC=C2C(C=C(N(C2=C1)C(C)C)CN1C[C@@](CC1)(C)O)=O 7-(5-fluoro-2-(((3S,4R)-3-hydroxytetrahydro-2H-pyran-4-yl)amino)pyrimidin-4-yl)-2-(((S)-3-hydroxy-3-methylpyrrolidin-1-yl)methyl)-1-isopropylquinolin-4(1H)-one